C(C)(C)(C)C1=CC=CC=C1 4-Tert-butylbenzene